FC1=C(CN2CC(NC=3C=NC=4N=C(C=CC4C32)OC)=O)C(=CC(=C1)SCC1=CC=C(C=C1)OC)F 1-(2,6-difluoro-4-((4-methoxybenzyl)thio)benzyl)-8-methoxy-1,4-dihydropyrazino[2,3-c][1,8]naphthyridine-3(2H)-one